3,5-dichloro-4-(3,6-dihydro-2H-pyran-4-yl)aniline ethyl-4-(hydroxymethyl)-2-methylthieno[2,3-b]pyridine-6-carboxylate C(C)OC(=O)C1=CC(=C2C(=N1)SC(=C2)C)CO.ClC=2C=C(N)C=C(C2C=2CCOCC2)Cl